The molecule is a naphthalenesulfonic acid that is naphthalene-2-sulfonic acid substituted by nitro groups at positions 5 and 7 as well as a hydroxy group at position 8. The disodium salt is the biological stain 'naphthol yellow S'. It has a role as a histological dye. It is a member of naphthols, a naphthalenesulfonic acid and a C-nitro compound. It is a conjugate acid of a flavianate. C1=CC2=C(C=C1S(=O)(=O)O)C(=C(C=C2[N+](=O)[O-])[N+](=O)[O-])O